3,5-difluoro-4-hydroxy-N-[(4-{5-[2-(trifluoromethyl)pyrimidin-5-yl]-1,2,4-oxadiazol-3-yl}bicyclo[2.2.2]octan-1-yl)methyl]benzamide, ammonium salt [NH4+].FC=1C=C(C(=O)NCC23CCC(CC2)(CC3)C3=NOC(=N3)C=3C=NC(=NC3)C(F)(F)F)C=C(C1O)F